Cl.C1(=C(C=CC=C1)[C@H](C)N)C (S)-1-(o-tolyl)ethan-1-amine hydrochloride